C(=C)C=1C=C(C=CC1)C1=CC=NO1 5-(3-vinylphenyl)isoxazole